N(=[N+]=[N-])CCCCCCCCCCC(=O)NC1=C2C(N(C(C2=CC=C1)=O)C1C(NC(CC1)=O)=O)=O 11-azido-N-(2-(2,6-dioxopiperidin-3-yl)-1,3-dioxoisoindolin-4-yl)undecanamide